O=C1NC(CCC1N1C(C2=CC=CC(=C2C1=O)SCCOCCOCCOCCOCCOCC(=O)O)=O)=O 17-((2-(2,6-dioxopiperidin-3-yl)-1,3-dioxoisoindolin-4-yl)thio)-3,6,9,12,15-pentaoxaheptadecanoic acid